C(C)(C)(C)OC(=O)N1C2CC(CC1CC2)N(C)C2=NC(=C(C(=C2C#N)CC)C#N)Cl 3-((6-chloro-3,5-dicyano-4-ethylpyridin-2-yl)(methyl)amino)-8-azabicyclo[3.2.1]octane-8-carboxylic acid tert-butyl ester